BrC1=C(C=C2C(=NC(=NC2=C1Cl)OC[C@]12CCCN2C[C@@H](C1)F)N1C[C@H]2CC[C@@H](C1)N2C(=O)OC(C)(C)C)I tert-butyl (1R,5S)-3-(7-bromo-8-chloro-2-(((2R,7aS)-2-fluorotetrahydro-1H-pyrrolizin-7a(5H)-yl)methoxy)-6-iodoquinazolin-4-yl)-3,8-diazabicyclo[3.2.1]octane-8-carboxylate